NC1=C(C=C(C=C1)Br)NCCN(CCOC1=C(C=NN1C)C1=CC(=CN(C1=O)C)C(=O)OC)CC(F)(F)F methyl 5-{5-[2-({2-[(2-amino-5-bromophenyl) amino] ethyl} (2,2,2-trifluoroethyl) amino) ethoxy]-1-methylpyrazol-4-yl}-1-methyl-6-oxopyridine-3-carboxylate